1-(2-(aminomethyl)-6-cyclopropyl-imidazo[1,2-a]pyridin-8-yl)imidazolidin-2-one hydrochloride Cl.NCC=1N=C2N(C=C(C=C2N2C(NCC2)=O)C2CC2)C1